5-ethylamino-1-(4-vinylbenzyl)-1H-tetrazole C(C)NC1=NN=NN1CC1=CC=C(C=C1)C=C